3-oxabicyclo[3.1.0]hex-6-yl-[rac-(5S,7S)-7-fluoro-5-phenyl-6,7-dihydro-5H-pyrrolo[1,2-b][1,2,4]triazol-2-yl]methanone C12COCC2C1C(=O)C=1N=C2N(N1)[C@@H](C[C@@H]2F)C2=CC=CC=C2 |r|